COC1=C(SC(=C1OC)C(=O)O)C(=O)O 3,4-dimethoxythiophene-2,5-dicarboxylic acid